BrC1=C(C=C2C(=NC(=NC2=C1O)OC1CCN(CC1)C(=O)OCC[Si](C)(C)C)N1CCC2(CN(C2)C(=O)OC(C)(C)C)CC1)I tert-butyl 7-{7-bromo-8-hydroxy-6-iodo-2-[(1-{[2-(trimethylsilyl) ethoxy] carbonyl} piperidin-4-yl) oxy] quinazolin-4-yl}-2,7-diazaspiro[3.5]nonane-2-carboxylate